C(#N)N1[C@H]2[C@@H](C[C@@H]1CC2)NC(C2=C(C=C(C=C2)C2=NC(=CC=C2)C2(CC2)C#N)C)=O N-((1R,2R,4S)-7-cyano-7-azabicyclo[2.2.1]heptan-2-yl)-4-(6-(1-cyanocyclopropyl)-2-pyridinyl)-2-methylbenzamide